(R)-6-(2-hydroxy-2-(3-(6-(trifluoromethyl)pyridin-2-yl)phenyl)acetyl)-2-(1-phenylcyclopropyl)-5,6,7,8-tetrahydropyrido[4,3-d]pyrimidin-4(3H)-one O[C@@H](C(=O)N1CC2=C(N=C(NC2=O)C2(CC2)C2=CC=CC=C2)CC1)C1=CC(=CC=C1)C1=NC(=CC=C1)C(F)(F)F